(5S)-9,9-dimethyl-2-(5-methyl-1,3-oxazole-4-carbonyl)-8-oxo-2-azaspiro[4.5]dec-6-ene-7-carbonitrile CC1(C(C(=C[C@@]2(CCN(C2)C(=O)C=2N=COC2C)C1)C#N)=O)C